4-[5-(6-methoxypyridin-3-yl)thiophen-2-yl]methyl-2,4-dihydro-3H-1,2,4-triazol-3-one hydrochloride Cl.COC1=CC=C(C=N1)C1=CC=C(S1)CN1C(NN=C1)=O